5-cyclopropyl-2-iminopyridin-1(2H)-amine C1(CC1)C=1C=CC(N(C1)N)=N